C(C1=CC=CC=C1)O[C@H]1[C@@H](O[C@@H]([C@H]1O)CO)N1C=NC=2C(=O)NC(N)=NC12 O-benzyl-guanosine